Cl.Cl.NCC1=CSC2=C1CC(CC2)NC 3-(aminomethyl)-N-methyl-4,5,6,7-tetrahydrobenzothiophen-5-amine dihydrochloride